4-(octyloxy)but-2-yne-1-ol C(CCCCCCC)OCC#CCO